ClC1=CC=C(C=C1)C1=NN(C(=C1)N)C1=C(C=C(C=C1)Cl)Cl 3-(4-Chlorophenyl)-1-(2,4-dichlorophenyl)-1H-pyrazol-5-amine